BrCCCCC 5-Bromopentane